4-n-butylzirconium (IV) CCCC[Zr+3]